OC1CCN(CC1)CCOC1=CC=C(C=C1)CC(=O)O [4-[2-(4-hydroxy-1-piperidinyl)ethoxy]phenyl]acetic acid